6-methoxy-N-(4-aminophenyl)-4-trifluoromethylquinolin-2-amine hydrochloride Cl.COC=1C=C2C(=CC(=NC2=CC1)NC1=CC=C(C=C1)N)C(F)(F)F